OCCOCCOCCOCCOCCOCCOCCO 2-[2-[2-[2-[2-[2-(2-hydroxyethoxy)ethoxy]ethoxy]ethoxy]ethoxy]ethoxy]ethanol